N1(CCC1)C1CCN(CC1)C1=C(C=C(C(=C1)OC)NC1=NC=NC(=C1)N1OCC[C@@H]1C1=CC(=C(C=C1)F)C(F)(F)F)NC(C=C)=O (R)-N-(2-(4-(azetidin-1-yl)piperidin-1-yl)-5-((6-(3-(4-fluoro-3-(trifluoromethyl)phenyl)isooxazolidin-2-yl)pyrimidin-4-yl)amino)-4-methoxyphenyl)acrylamide